(3R,5R)-tertbutyl 4-acetyl-3-(2-chloro-6-(2-methyl-6-(methylcarbamoyl)pyrimidin-4-yl)pyridin-4-yl)-5-methylpiperazine-1-carboxylate C(C)(=O)N1[C@@H](CN(C[C@H]1C)C(=O)OC(C)(C)C)C1=CC(=NC(=C1)C1=NC(=NC(=C1)C(NC)=O)C)Cl